7-methyl-2-((6-methylbenzo[c][1,2,5]thiadiazol-5-yl)amino)-9-(tetrahydro-2H-pyran-4-yl)-7,9-dihydro-8H-purine-8-thione CN1C(N(C2=NC(=NC=C12)NC1=CC=2C(=NSN2)C=C1C)C1CCOCC1)=S